2-(2,6-diethyl-4-methylphenyl)-malonic acid dimethyl ester COC(C(C(=O)OC)C1=C(C=C(C=C1CC)C)CC)=O